C(C1=CC=CC=C1)OC[C@H](CCC=C)NC(C1=CC=CC=C1)=O N-[(1S)-1-(benzyloxymethyl)pent-4-enyl]benzamide